C(C)(C)(C)OC(=O)N1CC2=CC=CC=C2CC1C(CN1C(C2=CC=C(C=C2C(C1)(C)C)C(=O)O)=C=O)O 2-(2-(2-(tert-Butoxycarbonyl)-1,2,3,4-tetrahydroisoquinolin-3-yl)-2-hydroxyethyl)-4,4-dimethyl-1-carbonyl-1,2,3,4-tetrahydroisoquinoline-6-carboxylic acid